methyl 5-(5-bromo-3-nitropyridin-2-yl)-3-chlorothiophene-2-carboxylate BrC=1C=C(C(=NC1)C1=CC(=C(S1)C(=O)OC)Cl)[N+](=O)[O-]